((R)-2-(3-((2'-fluoro-5'-methoxy-2-((S)-1-methoxy-2,2-dimethylpropyl)-[1,1'-biphenyl]-4-yl)methoxy)phenyl)propyl)(methyl)phosphinic acid FC1=C(C=C(C=C1)OC)C1=C(C=C(C=C1)COC=1C=C(C=CC1)[C@H](CP(O)(=O)C)C)[C@H](C(C)(C)C)OC